(S)-4-(8-fluoro-2-((1-methylpyrrolidin-2-yl)methoxy)-4-morpholinopyrido[4,3-d]pyrimidin-7-yl)naphthalen-2-ol FC1=C(N=CC2=C1N=C(N=C2N2CCOCC2)OC[C@H]2N(CCC2)C)C2=CC(=CC1=CC=CC=C21)O